C(C)OC(=O)N1CC2(C1)CC(CC2)N2CCN(CC2)C2=NC=CC=C2C2=C(N=C(S2)C)C 6-{4-[3-(2,4-dimethyl-1,3-thiazol-5-yl)pyridin-2-yl]piperazin-1-yl}-2-azaspiro[3.4]octane-2-carboxylic acid ethyl ester